CC1=CN(C2=CC=C(C=C12)C)C1=C(C=CC2=CC=CC=C12)O 1-(3,5-Dimethyl-1H-indol-1-yl)naphthalen-2-ol